NCC(C(=O)OC)O methyl 3-amino-2-hydroxypropanoate